O(NCC)NCC oxo-bis(ethylamine)